2-oxo-2,3-dihydro-1H-benzo[d]imidazole-5-carboxylic acid O=C1NC2=C(N1)C=CC(=C2)C(=O)O